OC(C)(C)C1=NC=C(C(=N1)OC1=CC=CC=C1)C(=O)N[C@@H](C)\C=C\S(=O)(=O)C (S,E)-2-(2-hydroxypropan-2-yl)-N-(4-(methylsulfonyl)but-3-en-2-yl)-4-phenoxypyrimidine-5-carboxamide